C(C)C1=NN=C(O1)C1=C(C=C(OCCCC2CCN(CC2)C2=NC(=NO2)C(C)C)C=C1F)F 5-(4-(3-(4-(5-ethyl-1,3,4-oxadiazol-2-yl)-3,5-difluorophenoxy)propyl)piperidin-1-yl)-3-isopropyl-1,2,4-oxadiazole